(1-vinyl)-imidazole C(=C)N1C=NC=C1